COC(=O)C1(C(C1)=O)CC(=O)OCC 1-(2-ethoxy-2-oxoethyl)-2-oxocyclopropane-1-carboxylic acid methyl ester